(2-(4-ethylphenylamino)-5-methylpyrimidin-4-ylamino)benzo[d]oxazol-2(3H)-one C(C)C1=CC=C(C=C1)NC1=NC=C(C(=N1)NN1C(OC2=C1C=CC=C2)=O)C